4-(1H-indazol-6-yl)pyrimidine-2-amine N1N=CC2=CC=C(C=C12)C1=NC(=NC=C1)N